p-methoxyphenol cyanide [C-]#N.COC1=CC=C(C=C1)O